N,N-dimethyl-8-(1,3,4-oxadiazol-2-yl)-2-(perfluoroethyl)imidazo[1,2-a][1,8]naphthyridin-4-amine CN(C=1C=2C=CC=3N(C2N=C(C1)C(C(F)(F)F)(F)F)C=C(N3)C=3OC=NN3)C